2-(5-(difluoromethoxy)-6-phenylpyridin-2-yl)-N-(3-(1,1-difluoropropyl)phenyl)-5-methyl-1H-imidazole-4-carboxamide FC(OC=1C=CC(=NC1C1=CC=CC=C1)C=1NC(=C(N1)C(=O)NC1=CC(=CC=C1)C(CC)(F)F)C)F